(S)-3-methyl-1-((S)-2,2,2-trifluoro-1-hydroxyethyl)-3-(5-(3-((4-(trifluoromethyl)phenyl)amino)pyridin-2-yl)-1,3,4-oxadiazol-2-yl)pyrrolidin-2-one C[C@@]1(C(N(CC1)[C@H](C(F)(F)F)O)=O)C=1OC(=NN1)C1=NC=CC=C1NC1=CC=C(C=C1)C(F)(F)F